3-methyl-2-buten-1-yl-tin tri(n-butoxide) [O-]CCCC.[O-]CCCC.[O-]CCCC.CC(=CC[Sn+3])C